tert-butyl 2-(4-methoxy-5-(1H-pyrazol-4-yl) pyrimidin-2-yl)-4-((3-methoxyphenyl) amino)-3-oxo-2,8-diazaspiro[4.5]decane-8-carboxylate COC1=NC(=NC=C1C=1C=NNC1)N1CC2(C(C1=O)NC1=CC(=CC=C1)OC)CCN(CC2)C(=O)OC(C)(C)C